5-chloro-N-((2S)-3-(2-chlorophenyl)-1-hydroxy-1-(2-methoxypyridin-4-yl)propan-2-yl)-1H-indole-2-carboxamide ClC=1C=C2C=C(NC2=CC1)C(=O)N[C@H](C(C1=CC(=NC=C1)OC)O)CC1=C(C=CC=C1)Cl